ClC1=CC=C(C(=N1)C(=O)O)N[C@H](C)C1=C2N=C(C(=NC2=CC(=C1)C)C#N)N1C[C@@H]2[C@@H](C1)COC2 6-chloro-3-(((R)-1-(2-cyano-7-methyl-3-((3aS,6aS)-tetrahydro-1H-furo[3,4-c]pyrrol-5(3H)-yl)quinoxalin-5-yl)ethyl)amino)picolinic acid